F[C@@H]1[C@@H](C1)C(=O)NC1=NC=C2C=C(C=3N(C2=C1)C=CN3)C=3C=NC(=CC3C)C(CCC)O (1S,2S)-2-Fluoro-N-(4-(6-(1-hydroxybutyl)-4-methylpyridin-3-yl)imidazo[1,2-a][1,6]naphthyridin-8-yl)cyclopropane-1-carboxamide